((S)-1-propenoyl-4-(6-(8-methylnaphthalen-1-yl)-2-(((S)-1-methylpyrrolidin-2-yl)methoxy)-6,7,8,9-tetrahydro-5H-pyrimido[5,4-c]azepin-4-yl)piperazin-2-yl)acetonitrile C(C=C)(=O)N1[C@H](CN(CC1)C1=NC(=NC2=C1CN(CCC2)C2=CC=CC1=CC=CC(=C21)C)OC[C@H]2N(CCC2)C)CC#N